12-(2-(dimethylamino)ethyl)-2,3-dimethoxy-[1,3]dioxolo[4',5':4,5]benzo[1,2-c]phenanthridin-13(12H)-one CN(CCN1C=2C3=C(C=CC2C2=CC(=C(C=C2C1=O)OC)OC)C=C1C(=C3)OCO1)C